citraconic acid (citrate) C(CC(O)(C(=O)O)CC(=O)O)(=O)O.C(\C(\C)=C/C(=O)O)(=O)O